3-{2-Chloro-3-[(4S)-2-imino-4-methyl-6-oxo-1-(tetrahydro-pyran-4-yl)hexahydropyrimidin-4-yl]anilino}-6-(difluoro-methyl)pyridine-2-carbonitrile ClC1=C(NC=2C(=NC(=CC2)C(F)F)C#N)C=CC=C1[C@]1(NC(N(C(C1)=O)C1CCOCC1)=N)C